(R)-N-(1-cyclopropylethyl)-5-(8-fluoroimidazo[1,2-a]pyridin-6-yl)-7H-pyrrolo[2,3-d]pyrimidin-2-amine C1(CC1)[C@@H](C)NC=1N=CC2=C(N1)NC=C2C=2C=C(C=1N(C2)C=CN1)F